C(C)OC(=O)C1=C(CCCC1)NC=1N=NC(=CC1)N1C=NC=C1 2-(6-(1H-imidazol-1-yl)pyridazin-3-ylamino)cyclohex-1-ene-1-carboxylic acid ethyl ester